1-oxaspiro[4.4]nonan-2-one O1C(CCC12CCCC2)=O